Mercaptoguanine C1=NC2=C(N1)C(=O)NC(=N2)NS